O=C1NC(CCC1N1C(C2=CC=CC(=C2C1=O)SCCCN1CCC(CC1)C1=CC=C(C(=O)N2CCC(CC2)CCCCNC(\C=C\C=2C=NC=CC2)=O)C=C1)=O)=O (E)-N-(4-(1-(4-(1-(3-((2-(2,6-dioxopiperidin-3-yl)-1,3-dioxoisoindolin-4-yl)thio)propyl)piperidin-4-yl)benzoyl)piperidin-4-yl)butyl)-3-(pyridin-3-yl)acrylamide